N-(pyridin-3-yl)pyridine-2-amide N1=CC(=CC=C1)NC(=O)C1=NC=CC=C1